ClC=1C=NN(C(C1Cl)=O)CC(=O)NC1=NC(=C(C=C1)C)S(NCCC1=NC=CC=C1)(=O)=O 2-(4,5-dichloro-6-oxopyridazin-1(6H)-yl)-N-(5-methyl-6-(N-(2-(pyridin-2-yl)ethyl)sulfamoyl)pyridin-2-yl)acetamide